C(C)N(C(=S)SSC(=S)N(CC)CC)CC N,N,N',N'-Tetraethylthiuram disulfide